ClC1=CC=C(OC=2C=C(C=NC2)NC(C=C)=O)C=C1 N-{5-(4-chlorophenoxy)pyridin-3-yl}acrylamide